5-((1-((3-ethyl-2-oxo-4-thioxo-1,2,3,4-tetrahydroquinazolin-7-yl)methyl)azetidin-3-yl)(methyl)amino)-N-methylpicolinamide C(C)N1C(NC2=CC(=CC=C2C1=S)CN1CC(C1)N(C=1C=CC(=NC1)C(=O)NC)C)=O